5-(4-bromo-3-fluorophenyl)-N4-(2-fluoro-5-nitrophenyl)-N2-(1-methyl-1H-pyrazol-4-yl)pyrimidine-2,4-diamine BrC1=C(C=C(C=C1)C=1C(=NC(=NC1)NC=1C=NN(C1)C)NC1=C(C=CC(=C1)[N+](=O)[O-])F)F